CN(CCCNCCC[Si](OC)(OC)C)C N-(3-dimethylaminopropyl)-3-aminopropyl-methyldimethoxysilane